6-(2,2,4-trimethyl-1,3-dioxolan-4-yl)nicotinamide CC1(OCC(O1)(C)C1=NC=C(C(=O)N)C=C1)C